(5-amino-2-iodophenyl)methanol NC=1C=CC(=C(C1)CO)I